C(C)C=1C(NC2=CC(=CC=C2C1)C(C)N1CCN(CC1)C(CC#N)=O)=O 3-(4-(1-(3-Ethyl-2-oxo-1,2-dihydroquinolin-7-yl)ethyl)piperazin-1-yl)-3-oxopropanenitrile